ClC1=NC(=CC(=N1)NCCC1=C(NC2=C(C=CC=C12)F)C)Cl 2,6-dichloro-N-[2-(7-fluoro-2-methyl-1H-indol-3-yl)ethyl]pyrimidin-4-amine